(R)-4-((1-(3-(difluoromethyl)-2-fluorophenyl)ethyl)amino)-2,6-dimethyl-8,9-dihydropyrido[2,3-g]quinazolin-7(6H)-one FC(C=1C(=C(C=CC1)[C@@H](C)NC1=NC(=NC2=CC3=C(C=C12)N(C(CC3)=O)C)C)F)F